C=C(C(=O)[O-])CC1=CC(=C(C(=C1)C(C)(C)C)O)C(C)(C)C methylene-3-(3,5'-di-t-butyl-4'-hydroxyphenyl)propionate